2-methoxy-5-(4-methoxy-4-methylpiperidin-1-yl)benzenesulfonamide COC1=C(C=C(C=C1)N1CCC(CC1)(C)OC)S(=O)(=O)N